2-(5-(1-((6-methoxy-2-methyl-7-(morpholine-4-carbonyl)quinazolin-4-yl)amino)Ethyl)thiophen-3-yl)benzaldehyde COC=1C=C2C(=NC(=NC2=CC1C(=O)N1CCOCC1)C)NC(C)C1=CC(=CS1)C1=C(C=O)C=CC=C1